C(C)(C)(C)OC(N(CCN1CCOCC1)CCN1CCOCC1)=O di(2-morpholinoethyl)carbamic acid tert-butyl ester